NCCN1N=NC(=C1)C=1C=C(C=CC1)O 3-[1-(2-aminoethyl)triazol-4-yl]phenol